N[C@@]1(C(CCCC1)=O)C1=C(C=CC=C1)Cl |r| racemic-2-amino-2-(2-chlorophenyl)cyclohexanone